C(N)(=O)C=1C(=C(C2=CC=C(C=C2C1)C#N)Cl)NC(=O)C=1N(N=C(C1)OCC(F)(F)F)C1=NC=CC=C1Cl N-(3-carbamoyl-1-chloro-6-cyano-2-naphthyl)-2-(3-chloro-2-pyridyl)-5-(2,2,2-trifluoroethoxy)pyrazole-3-carboxamide